C(C)(C)(C)OC(=O)N1CC=2N(CC1C)N=C(C2C2=CC=NC=C2)Br.C2(=CC=CC=C2)CCCCC=2OC1=C(N2)C=CC=2CCC(C21)CCNC(C)=O N-{2-[2-(4-phenylbutyl)-7,8-dihydro-6H-indeno[5,4-d][1,3]oxazol-8-yl]ethyl}acetamide tert-butyl-2-bromo-6-methyl-3-(pyridin-4-yl)-6,7-dihydropyrazolo[1,5-a]pyrazine-5(4H)-carboxylate